2,4,6-tris(6-phenyl-9-(pyridin-2-yl)-9H-carbazol-3-yl)-1,3,5-triazine C1(=CC=CC=C1)C=1C=C2C=3C=C(C=CC3N(C2=CC1)C1=NC=CC=C1)C1=NC(=NC(=N1)C=1C=CC=2N(C3=CC=C(C=C3C2C1)C1=CC=CC=C1)C1=NC=CC=C1)C=1C=CC=2N(C3=CC=C(C=C3C2C1)C1=CC=CC=C1)C1=NC=CC=C1